2-(trifluoromethoxy)-4-(1,4,5-trimethyl-6-oxo-3-pyridyl)benzoic acid FC(OC1=C(C(=O)O)C=CC(=C1)C1=CN(C(C(=C1C)C)=O)C)(F)F